C[C@@H]1N(CCC(C1)CC1N(CCCC1)C)C(=O)[C@H](CC(C)C)N1C([C@@H](NCC1)CC(C)C)=O (S)-1-[(S)-1-({(2S)-2-Methyl-4-[(1-methyl-2-piperidyl)methyl]-1-piperidyl}carbonyl)-3-methylbutyl]-3-isobutyl-2-piperazinone